2-(4-chloro-2-fluoro-5-(2-oxo-2-(p-methoxyphenyl)ethoxy)phenyl)-4,5,6,7-tetrahydro-1H-isoindole-1,3(2H)-dione ClC1=CC(=C(C=C1OCC(C1=CC=C(C=C1)OC)=O)N1C(C=2CCCCC2C1=O)=O)F